2,6-dioxopiperidin-3-amine hydrochloride Cl.O=C1NC(CCC1N)=O